COC(CNC1=C(C=C(C=C1)C(C)=O)[N+](=O)[O-])=O N-(4-acetyl-2-nitrophenyl)glycine methyl ester